C(=O)(O)COC=1C=C(C=CC1)[N+]=1N(N=NC1)C1=CC=C(C=C1)S(=O)(=O)O (3-carboxymethyloxyphenyl)-2-(4-sulfophenyl)-2H-tetrazolium